C(CCC)CC(C(=O)[O-])(C)CCC.[Na+] sodium butylpropylmethylpropionate